4,5-dimethylthiophene-2-carbaldehyde CC=1C=C(SC1C)C=O